Br(=O)(=O)(=O)[O-].C(CCCCCCCCC)[N+](C)(C)CCCCCCCCCC didecyldimethylammonium perbromate